NC1=NC(=CC(=N1)N1CCC2(C[C@H](NC2)C(=O)O)CC1)O[C@@H](C(F)(F)F)C1=CC=C(C=C1)C1=CC2=CC=CC=C2C=C1 (S)-8-(2-amino-6-((R)-2,2,2-trifluoro-1-(4-(naphthalen-2-yl)phenyl)ethoxy)pyrimidin-4-yl)-2,8-diazaspiro[4.5]decane-3-carboxylic acid